fluorenyl-bisphenol A C1(=CC=CC=2C3=CC=CC=C3CC12)C1=C(O)C=CC(=C1)C(C)(C)C1=CC=C(C=C1)O